C(CCCCCCC=CC=CC)CC(=O)[O-] dodeca-8,10-dien-1-ylacetate